ClC=1C=C(C=CC1)NC=1C=C2C=CN(C2=CC1)C1=CC=C(C=N1)NC(OC(C)(C)C)=O Tert-butyl (6-(5-((3-chlorophenyl)amino)-1H-indol-1-yl)pyridin-3-yl)carbamate